rac-N-{1-[(2,2-difluorocyclopropyl)methyl]-1H-pyrazol-3-yl}-1-[4-fluoro-2-(2,2,2-trifluoroethoxy)phenyl]-2-oxo-1,2-dihydropyridine-3-carboxamide FC1([C@H](C1)CN1N=C(C=C1)NC(=O)C=1C(N(C=CC1)C1=C(C=C(C=C1)F)OCC(F)(F)F)=O)F |r|